ClC=1C=C(CNC2=NC(=NC3=CC=C(C=C23)C=2C(=NOC2C)C)C(=O)NCC2=C(C=NC=C2)F)C=CC1 4-((3-chlorobenzyl)amino)-6-(3,5-dimethylisoxazol-4-yl)-N-((3-fluoropyridin-4-yl)methyl)quinazoline-2-carboxamide